C(#N)C1=C(C=NC=C1)C=1C=CC(=C(C1)N1CCN(CC1)C(=O)OC(C)(C)C)[N+](=O)[O-] tert-butyl 4-(5-(4-cyanopyridin-3-yl)-2-nitrophenyl)piperazine-1-carboxylate